The molecule is a member of the class of coumarins that is 5,7-dimethoxy-2H-chromen-2-one substituted by a pentyl group and a 1-[4-(dimethylamino)phenyl]-3-(pyrrolidin-1-yl)propyl group at positions 4 and 8, respectively. It is a member of coumarins, an aromatic ether, a member of pyrrolidines and a tertiary amino compound. CCCCCC1=CC(=O)OC2=C1C(=CC(=C2C(CCN3CCCC3)C4=CC=C(C=C4)N(C)C)OC)OC